C(C)(C)(C)OC(=O)N1C[C@@H](CC1)C(=O)O (R)-1-(tert-butoxycarbonyl)-pyrrolidine-3-carboxylic acid